3-benzyl-8,9-dihydro-7H-benzo[e]indazol-6-one C(C1=CC=CC=C1)N1N=CC=2C3=C(C=CC12)C(CCC3)=O